4-[4-(2-Aminoethyl)phenyl]-3-[1-(2-methyl-6-morpholin-4-ylpyrimidin-4-yl)cyclopropyl]benzonitrile NCCC1=CC=C(C=C1)C1=C(C=C(C#N)C=C1)C1(CC1)C1=NC(=NC(=C1)N1CCOCC1)C